(1R,3R,5R)-N-((R)-cyclopropyl-(2,5-difluoro-4-methoxyphenyl)methyl)-2-(3-(methylsulfonyl)benzoyl)-2-azabicyclo[3.1.0]hexane-3-carboxamide C1(CC1)[C@@H](NC(=O)[C@@H]1N([C@@H]2C[C@@H]2C1)C(C1=CC(=CC=C1)S(=O)(=O)C)=O)C1=C(C=C(C(=C1)F)OC)F